C(C)C1(C(OCC=2C(N3CC=4C(=NC=5C=CC(=CC5C4CC)OC(C(=O)NN)(C)C)C3=CC21)=O)=O)O ((4,11-diethyl-4-hydroxy-3,14-dioxo-3,4,12,14-tetrahydro-1H-pyrano[3',4':6,7]indolizino[1,2-b]quinolin-9-yl)oxy)-2-methylpropanehydrazide